ClC=1C(=CC(=NC1)OC)C1=CC(=NN1)C(=O)N1CCC(CC1)C(=O)NCC=1N=C2N(C=CC=C2F)C1 (5-(5-chloro-2-methoxypyridin-4-yl)-1H-pyrazole-3-carbonyl)-N-((8-fluoroimidazo[1,2-a]pyridin-2-yl)methyl)piperidine-4-carboxamide